(R)-6,7-dichloro-2-(5-(1-fluoro-2-methoxyethyl)-1H-1,2,4-triazol-3-yl)-3-(1H-pyrazol-4-yl)-1H-indole ClC1=CC=C2C(=C(NC2=C1Cl)C1=NNC(=N1)[C@H](COC)F)C=1C=NNC1